C(=O)(O)C(CC#C)CC#C 4-carboxyl-1,6-heptadiyne